BrC1=CC(=C2CCN(CC2=C1)C)[N+](=O)[O-] 7-bromo-2-methyl-5-nitro-3,4-dihydro-1H-isoquinoline